(7R,14S)-1-(difluoromethoxy)-2,11-difluoro-6-(methyl-d3)-6,7,13,14-tetrahydro-7,14-methanobenzo[c]pyrimido[1',2':1,5]pyrazolo[4,3-f]azocine-5,12-dione FC(OC1=C(C=CC=2C(N([C@H]3C=4C([C@@H](C21)C3)=C3N(N4)C=C(C(N3)=O)F)C([2H])([2H])[2H])=O)F)F